CSC=1C2=C(N=C(N1)N1C[C@@H]3[C@H](C1)CN(C3)C=O)SC=C2 ((3aR,6aS)-5-(4-methylthiothieno[2,3-d]pyrimidin-2-yl)hexahydropyrrolo[3,4-c]pyrrol-2(1H)-yl)methanone